(R)-{(2R,5R)-5-[(p-methoxyphenyl)methyl]-2-pyrrolidinyl}(m-fluorophenyl)methanol COC1=CC=C(C=C1)C[C@H]1CC[C@@H](N1)[C@H](O)C1=CC(=CC=C1)F